C(C)(C)(C)OC(=O)NC=1SC=C(N1)CC(=O)O {2-[(t-butoxycarbonyl)amino]-1,3-thiazol-4-yl}acetic acid